CC1=C(C=C(C=C1)NC(C1=NC=CC(=C1)C(F)(F)F)=O)C1=CC2=C(N=C(N=C2)NC2=NN(C=N2)C)N2C1=NCC2 N-(4-methyl-3-(2-((1-methyl-1H-1,2,4-triazol-3-yl)amino)-8,9-dihydroimidazo[1',2':1,6]pyrido[2,3-d]pyrimidin-6-yl)phenyl)-4-(trifluoromethyl)picolinamide